dihydroxyl-dimyristylspermine tetrahydrochloride salt Cl.Cl.Cl.Cl.ON(CCCN(CCCCN(CCCN)CCCCCCCCCCCCCC)CCCCCCCCCCCCCC)O